CN1N=CC(=C1C)S(=O)(=O)C=1C=C2C=NN(C(C2=CC1)=O)CC=1C=NC(=CC1)OC 6-(1,5-dimethyl-1H-pyrazol-4-ylsulfonyl)-2-((6-methoxypyridin-3-yl)methyl)phthalazin-1(2H)-one